((1H-indazol-5-yl)ethynyl)-N-((5,5-dimethyltetrahydrofuran-2-yl)methyl)-[2,4'-bipyrimidin]-2'-amine N1N=CC2=CC(=CC=C12)C#CC1=NC(=NC=C1)C1=NC(=NC=C1)NCC1OC(CC1)(C)C